3-(4-((S)-2-((S)-4-fluorocyclohex-3-en-1-yl)-2-(3-methylisoxazole-4-carboxamido)acetamido)phenyl)-2,4-dimethylpyridine 1-oxide FC1=CC[C@H](CC1)[C@@H](C(=O)NC1=CC=C(C=C1)C=1C(=[N+](C=CC1C)[O-])C)NC(=O)C=1C(=NOC1)C